3-fluoro-5-(1H-pyrazol-1-yl)-4-[[4-(trifluoromethyl)phenyl]methyl]pyridine FC=1C=NC=C(C1CC1=CC=C(C=C1)C(F)(F)F)N1N=CC=C1